OC1CC2(C1)C[C@H](N(CC2)C(=O)OCC2=CC=CC=C2)C2=CC=C(C=C2)C(=O)OC benzyl (S)-2-hydroxy-6-(4-(methoxycarbonyl) phenyl)-7-azaspiro[3.5]nonane-7-carboxylate